5-((1S,2S)-2-(hydroxymethyl)cyclopropyl)-2,2-dimethylpentanoic acid tert-butyl ester C(C)(C)(C)OC(C(CCC[C@@H]1[C@H](C1)CO)(C)C)=O